C1(=CC=CC2=CC=CC=C12)C=1C(=NC2=CC=C(C=C2C1)C1=NN=NN1COCC[Si](C)(C)C)C=O 3-(naphthalen-1-yl)-6-(N-((2-(trimethylsilyl)ethoxy)methyl)tetrazol-5-yl)quinoline-2-carbaldehyde